S(=O)(=O)([O-])C1=CC=C(C=C1)C1=C2NC(=C1)C=C1C=CC(=N1)C=C1C=CC(N1)=CC=1C=CC(N1)=C2 (4-sulfonatophenyl)porphyrin